ClC=1C=CC=C2C(C=C(OC12)C1=C(OCCC(=O)O)C=C(C(=C1)OC(F)(F)F)C)=O 3-[2-(8-chloro-4-oxo-chromen-2-yl)-5-methyl-4-(trifluoromethoxy)phenoxy]propanoic acid